O1C(CCC1)CC=1C(=NC=CC1)N ((tetrahydrofuran-2-yl)methyl)pyridin-2-amine